N-(7-(Dimethylamino)-5,5-dioctyl-10-(o-tolyl)dibenzo[b,e]silin-3(5H)-ylidene)-N-methylmethanaminium CN(C1=CC2=C(C(=C3C([Si]2(CCCCCCCC)CCCCCCCC)=CC(C=C3)=[N+](C)C)C3=C(C=CC=C3)C)C=C1)C